3-propylamine CCCN